2-(2-Chloro-5-isopropyl-8-oxothieno[2',3':4,5]pyrrolo[1,2-d][1,2,4]triazin-7(8H)-yl)-N-(1-methyl-1H-pyrazol-5-yl)acetamid ClC1=CC2=C(C=C3N2C(=NN(C3=O)CC(=O)NC3=CC=NN3C)C(C)C)S1